methyl 2-({2-[(4-{[6-(5-chloro-2-fluorophenyl)-2H,3H,4H-pyrido[3,2-b][1,4]oxazin-8-yl]amino}pyridin-3-yl)formamido]ethyl}(methyl) amino)acetate ClC=1C=CC(=C(C1)C=1C=C(C=2OCCNC2N1)NC1=C(C=NC=C1)C(=O)NCCN(CC(=O)OC)C)F